N1CC(CC2=CC=CC=C12)CN (1,2,3,4-tetrahydroquinolin-3-yl)methylamine